2-fluoro-1-(3-(4-(4-(trifluoromethyl)phenyl)quinazolin-2-yl)azetidin-1-yl)prop-2-en-1-one FC(C(=O)N1CC(C1)C1=NC2=CC=CC=C2C(=N1)C1=CC=C(C=C1)C(F)(F)F)=C